2-(2-bromophenyl)-2-methylpropan-1-amine BrC1=C(C=CC=C1)C(CN)(C)C